FC12CC(C1)(C2)CN (3-fluorobicyclo[1.1.1]pentan-1-yl)methanamine